O1CC(CC1)C=1SC2=C(N1)C=C(C=C2)B2OC(C(O2)(C)C)(C)C 2-(tetrahydrofuran-3-yl)-5-(4,4,5,5-tetramethyl-1,3,2-dioxaborolan-2-yl)benzo[d]thiazole